CNC1=C(C=CC=C1)[C@H]1N(CCC1)C1CC2(C1)CCN(CC2)C2=CC=C(C(=O)NS(=O)(=O)C1=CC(=C(C=C1)NCC1CCOCC1)[N+](=O)[O-])C=C2 4-{2-[(2S)-2-[2-(methylamino)phenyl]pyrrolidin-1-yl]-7-azaspiro[3.5]nonan-7-yl}-N-{3-nitro-4-[(oxan-4-ylmethyl)amino]benzenesulfonyl}benzamide